COC(C1=NN(C(C1)(O)C(F)(F)F)C)OC 3-(dimethoxymethyl)-4,5-dihydro-1-methyl-5-(trifluoromethyl)-1H-pyrazol-5-ol